1-(2-(trifluoromethyl)pyrimidin-5-yl)ethanamine hydrochloride Cl.FC(C1=NC=C(C=N1)C(C)N)(F)F